COC(C(CC(C)C1=NCCC2=CC=C(C=C12)[N+](=O)[O-])=C)=O 4-(7-Nitro-3,4-dihydroisoquinolin-1-yl)-2-methylidenepentanoic acid methyl ester